N-[(5-fluoro-1-methyl-1H-1,3-benzodiazol-2-yl)methyl]-6-methyl-4-[(1-methylcyclopropyl)amino]furo[2,3-d]pyrimidine-5-carboxamide FC1=CC2=C(N(C(=N2)CNC(=O)C2=C(OC=3N=CN=C(C32)NC3(CC3)C)C)C)C=C1